3-[4-(2H-1,3-benzodioxol-5-yloxy)phenyl]-2-methyl-5,6,7,8-tetrahydro-1H-quinolin-4-one O1COC2=C1C=CC(=C2)OC2=CC=C(C=C2)C2=C(NC=1CCCCC1C2=O)C